FC1=C(CC2=NC3=C(N2C[C@H]2OCC2)C=C(C=C3)C(=O)O)C=C(C(=C1)C1=NC(=CC=C1)OCC1=NC=C(C=C1F)C#CC=1C=NSC1)F (S)-2-(2,5-difluoro-4-(6-((3-fluoro-5-(isothiazol-4-ylethynyl)pyridin-2-yl)methoxy)pyridin-2-yl)benzyl)-1-(oxetan-2-ylmethyl)-1H-benzo[d]imidazole-6-carboxylic acid